ethyl 2-((4-(3-amino-7-(3,3-dimethylbut-1-yn-1-yl)-1H-indazol-5-yl) pyridin-2-yl) amino)-2-oxoacetate NC1=NNC2=C(C=C(C=C12)C1=CC(=NC=C1)NC(C(=O)OCC)=O)C#CC(C)(C)C